O=C1N(CC2=CC(=CC=C12)C1CC(NCC1)C1=CC=CC=C1)C1C(NC(CC1)=O)=O 3-(1-oxo-5-(2-phenylpiperidin-4-yl)isoindolin-2-yl)piperidine-2,6-dione